N-((S)-1-(3-chlorophenyl)-2-hydroxy-ethyl)-1-(5-methyl-2-(pyrrolidin-3-ylamino)pyrimidin-4-yl)-1H-pyrrole-3-carboxamide ClC=1C=C(C=CC1)[C@@H](CO)NC(=O)C1=CN(C=C1)C1=NC(=NC=C1C)NC1CNCC1